1H-indazol-5-amine N1N=CC2=CC(=CC=C12)N